C(C)OC(=O)C1=NN(C=2CC[C@@H](CC12)C(F)(F)F)C (S)-1-methyl-5-(trifluoromethyl)-4,5,6,7-tetrahydro-1H-indazole-3-carboxylic acid ethyl ester